1,2,5-benzenetricarboxylic acid chloride C=1(C(=CC=C(C1)C(=O)Cl)C(=O)Cl)C(=O)Cl